N,N,N-trimethyl-3-(trimethoxysilyl)propan-1-aminium iodide [I-].C[N+](CCC[Si](OC)(OC)OC)(C)C